(Z)-5-((1-phenyl-1H-indol-3-yl)methylene)thiazolidine-2,4-dione C1(=CC=CC=C1)N1C=C(C2=CC=CC=C12)\C=C/1\C(NC(S1)=O)=O